[Si](C1=CC=CC=C1)(C1=CC=CC=C1)(C(C)(C)C)OCCN(CCCCCCCCCC(=O)OCCCCCCCCCCN(CCCCCCCC\C=C/C\C=C/CCCCC)CCO[Si](C1=CC=CC=C1)(C1=CC=CC=C1)C(C)(C)C)CCCCCCCCCCCC 10-((2-((Tert-butyldiphenylsilyl)oxy)ethyl)((9Z,12Z)-octadeca-9,12-dien-1-yl)amino)decyl 10-((2-((tert-butyldiphenylsilyl)oxy)ethyl)(dodecyl)amino)decanoate